(S)-3-{[6-(benzyloxy)-6-oxohexyl]amino}-4-oxo-4-[(6-oxo-6-{[2-({α-D-mannopyranosyl-(1→3)-[α-D-mannopyranosyl-(1→6)]-α-D-mannopyranosyl}oxy)ethyl]amino}hexyl)amino]butanoic acid C(C1=CC=CC=C1)OC(CCCCCN[C@@H](CC(=O)O)C(NCCCCCC(NCCO[C@@H]1[C@@H](O)[C@@H](O[C@@H]2[C@@H](O)[C@@H](O)[C@H](O)[C@H](O2)CO)[C@H](O)[C@H](O1)CO[C@@H]1[C@@H](O)[C@@H](O)[C@H](O)[C@H](O1)CO)=O)=O)=O